6-chloro-2-(5-(1,1-difluoro-ethyl)-1H-1,2,4-triazol-3-yl)-5-methoxy-1-methyl-3-(1H-pyrazol-4-yl)-1H-pyrrolo-[3,2-b]pyridine ClC=1C=C2C(=NC1OC)C(=C(N2C)C2=NNC(=N2)C(C)(F)F)C=2C=NNC2